OC(C(=O)[O-])=CC=CCCCCCC hydroxyundecenenoate